tert-Butyl 7-(trifluoromethyl)indole-1-carboxylate FC(C=1C=CC=C2C=CN(C12)C(=O)OC(C)(C)C)(F)F